C(C)(C)(C)[C@@]1(N(CCN(C1)C1=NC(=NC=2C(C3(CCC12)CC1=CC=CC=C1C3)=O)Cl)C(=O)OCC3=C(C=C(C=C3Cl)Br)Cl)CC#N (4-bromo-2,6-dichloro-phenyl)methanol tert-butyl-(S)-4-(2'-chloro-8'-oxo-1,3,5',8'-tetrahydro-6'H-spiro[indene-2,7'-quinazolin]-4'-yl)-2-(cyanomethyl)piperazine-1-carboxylate